2-(4'-(Allyloxy)-3'-(benzyloxy)phenyl)-5,7-bis(benzyloxy)chroman-3-yl benzyl carbonate C(OC1C(OC2=CC(=CC(=C2C1)OCC1=CC=CC=C1)OCC1=CC=CC=C1)C1=CC(=C(C=C1)OCC=C)OCC1=CC=CC=C1)(OCC1=CC=CC=C1)=O